C(C)(C)N1N=C(C2=C(C=CC=C12)CC1=CC=C(C=C1)C(F)(F)F)C(=O)NC12CC(C1)(C2)CC(=O)OC methyl 2-[3-[[1-isopropyl-4-[[4-(trifluoromethyl) phenyl]methyl]indazole-3-carbonyl]amino]-1-bicyclo[1.1.1]pentanyl]acetate